3-(5-amino-2-((3,6-dimethylpyridin-2-yl)methoxy)-8-(2,6-dimethylpyridin-4-yl)-[1,2,4]triazolo[1,5-c]pyrimidin-7-yl)benzonitrile NC1=NC(=C(C=2N1N=C(N2)OCC2=NC(=CC=C2C)C)C2=CC(=NC(=C2)C)C)C=2C=C(C#N)C=CC2